FC1=CC(=C(C=C1)CN(C(C(N)=O)=O)CC(C)C)C N'-[(4-fluoro-2-methyl-phenyl)methyl]-N'-isobutyl-oxamide